CCCCCCCCC(CCCCCCCC)N1C2=CC=C(C=C2C=2C=C(C=CC12)B(O)O)B(O)O (9-(heptadec-9-yl)-9H-carbazol-3,6-diyl)diboronic acid